FC=1C=CC(=NC1)C1(CCOC2(CCCC2)C1)CCN 2-(9-(5-Fluoropyridin-2-yl)-6-oxa-spiro[4.5]decan-9-yl)-ethylamine